OC1=C(C=C(C=C1)C(C)C)C(=O)O 2-(4-hydroxy-3-carboxyphenyl)propane